C(C(=C([2H])[2H])[2H])(=O)N1[C@H](CN(C[C@H]1C)C1=NC(N2C3=C(C(=C(C=C13)C(F)(F)F)C1=CC=C(C=C1)F)SC[C@@H]2COC)=O)C (S)-7-((3S,5R)-4-(Acryloyl-d3)-3,5-dimethylpiperazin-1-yl)-10-(4-fluorophenyl)-3-(methoxymethyl)-9-(trifluoromethyl)-2,3-dihydro-5H-[1,4]thiazino[2,3,4-ij]quinazolin-5-one